C(C)(C)(C)OC(N(C)CCNC1=NC=2N(C=C1)N=CC2C2=CC=C(C=C2)C(N)=O)=O.C(C2CO2)OC(CC[Si](OC)(OC)OC)C γ-glycidoxybutyl-trimethoxysilane tert-butyl-(2-((3-(4-carbamoylphenyl)pyrazolo[1,5-a]pyrimidin-5-yl)amino)ethyl)(methyl)carbamate